1-[6-[5-[(6-methylpyridazin-3-yl)amino]benzimidazol-1-yl]-2-[5-(oxetan-3-yl)-3-(trifluoromethyl)-6,7-dihydro-4H-pyrazolo[4,3-c]pyridin-1-yl]-3-pyridyl]ethanol CC1=CC=C(N=N1)NC1=CC2=C(N(C=N2)C2=CC=C(C(=N2)N2N=C(C=3CN(CCC32)C3COC3)C(F)(F)F)C(C)O)C=C1